1-(4-bromophenyl)-1H-pyrazol-5-amine BrC1=CC=C(C=C1)N1N=CC=C1N